C(C)(C)(C)OC(=O)NC(CC1CCC(CC1)S=C(C)[O-])(C)C S-((1s,4s)-4-(2-((tert-butoxycarbonyl)amino)-2-methylpropyl)cyclohexyl)ethanthioate